C(C)(C)(C)OC(=O)N1CC(C(CC1)=O)(F)F 3,3-difluoro-4-oxo-piperidine-1-carboxylic acid tert-butyl ester